methyl galactarate O=C([C@H](O)[C@@H](O)[C@@H](O)[C@H](O)C(=O)OC)[O-]